C(C)(=O)C1=CC=C(C=C1)C1=C(C=CC(=C1)C)S(=O)(=O)N (4-acetylphenyl)-4-methylbenzenesulfonamide